5-(4-(3-(5-ethyl-6-oxo-1,6-dihydropyridin-2-yl)cyclopentyl)piperazin-1-yl)-N-methylpicolinamide C(C)C1=CC=C(NC1=O)C1CC(CC1)N1CCN(CC1)C=1C=CC(=NC1)C(=O)NC